C(#C)C1=CC=C(O[C@H](C(=O)O)CCF)C=C1 (S)-2-(p-ethynylphenoxy)-4-fluorobutyric acid